bis(cyclopentadienyl)zirconium triflate [O-]S(=O)(=O)C(F)(F)F.C1(C=CC=C1)[Zr+2]C1C=CC=C1.[O-]S(=O)(=O)C(F)(F)F